2-(5-methoxy-1,3-dimethyl-pyrazol-4-yl)propanenitrile COC1=C(C(=NN1C)C)C(C#N)C